FC=1C=CC(=C(C1)C(C)NC1=NC=2N(C=C1)N=CC2C=2C=NN(C2)C2CCOCC2)OCCF N-(1-(5-fluoro-2-(2-fluoroethoxy)phenyl)ethyl)-3-(1-(tetrahydro-2H-pyran-4-yl)-1H-pyrazol-4-yl)pyrazolo[1,5-a]pyrimidine-5-amine